N-(5-aminopyridin-2-yl)oxazole-4-carboxamide NC=1C=CC(=NC1)NC(=O)C=1N=COC1